CC1=C(C(=O)N2CCC(CC2)CCCCNC(=O)N)C(=CC=C1)C 4-(1-(2,6-dimethylbenzoyl)piperidin-4-yl)butylurea